(S)-3-chloro-N-(8,9-difluoro-6-oxo-1,4,5,6-tetrahydro-2H-pyrano[3,4-c]isoquinolin-1-yl)-2-(difluoromethyl)-N-methyl-2H-indazole-6-carboxamide ClC=1N(N=C2C=C(C=CC12)C(=O)N(C)[C@@H]1COCC=2NC(C=3C=C(C(=CC3C21)F)F)=O)C(F)F